BrC1=CC(=NC=C1)C1=CC(=C(C(=O)N(C)C)C=C1)Cl 4-(4-bromopyridin-2-yl)-2-chloro-N,N-dimethylbenzamide